iminosuccinic acid sodium [Na].N=C(C(=O)O)CC(=O)O